ClC1=NC=CC(=C1F)C(O)C=1C=NC=C(C1C)OC (2-chloro-3-fluoro-4-pyridyl)-(5-methoxy-4-methyl-3-pyridyl)methanol